C(C)OC(C(CNC(C1=C(C=CC(=C1)N)Cl)=O)(F)F)=O 3-(5-amino-2-chlorobenzoylamino)-2,2-difluoropropionic acid ethyl ester